C1(=CC=C2C=CC3=CC=CC4=CC=C1C2=C34)CCCC(=O)[O-] 1-pyrenebutyrate